3-{4-[(tert-butoxycarbonyl)amino]bicyclo[2.2.2]oct-1-yl}-2-butenoic acid ethyl ester C(C)OC(C=C(C)C12CCC(CC1)(CC2)NC(=O)OC(C)(C)C)=O